2-chloro-N-[(1R,3S)-3-[[6-chloro-2-(trifluoromethyl)-4-quinolinyl]amino]cyclohexyl]-3-methyl-imidazole-4-carboxamide ClC1=NC=C(N1C)C(=O)N[C@H]1C[C@H](CCC1)NC1=CC(=NC2=CC=C(C=C12)Cl)C(F)(F)F